DL-alpha-methyl-propargylglycine C[C@@H](NCC#C)C(=O)O |r|